(Z)-N'-ethoxy-6-(4-methyl-1-(2-nitrophenyl)-5-oxo-4,5-dihydro-1H-1,2,4-triazol-3-yl)-5-(N-methylsulfamoyl)methylpyridineamidine C(C)O\N=C(/N)\C1=NC(=C(C=C1)CS(NC)(=O)=O)C1=NN(C(N1C)=O)C1=C(C=CC=C1)[N+](=O)[O-]